CN1C(=NC(=C1)C(=O)OC)C1=CC=CC=C1 methyl 1-methyl-2-phenyl-1H-imidazole-4-carboxylate